4-ethynyltetrahydro-2H-thiopyran 1,1-dioxide C(#C)C1CCS(CC1)(=O)=O